(S)-N-[2-(1,6,7,8-tetrahydro-2H-indeno[5,4-b]furan-8-yl)ethyl]propionamide C1C2=C(OC1)C=CC=1CC[C@H](C12)CCNC(CC)=O